C1(=CC=CC2=CC=CC=C12)C1=NC=CC=C1C(=O)N (naphthalen-1-yl)pyridine-3-carboxamide